tert-butyl 1-(hydroxymethyl)-7-oxa-2-azaspiro[3.5]nonane-2-carboxylate OCC1N(CC12CCOCC2)C(=O)OC(C)(C)C